BrC1=CC(=CC=2C=C3N(C12)CCC3)OC 5-bromo-7-methoxy-2,3-dihydro-1H-pyrrolo[1,2-a]indole